CC1=CC2=C(C(N3[C@@H](CO2)C[C@@H](C3)OC3=CC=C2CCC(NC2=C3)=O)=O)C(=C1)C=1C(=NC=CC1)C(F)(F)F (2S,11aR)-8-methyl-2-((2-oxo-1,2,3,4-tetrahydroquinolin-7-yl)oxy)-6-(2-(trifluoromethyl)pyridin-3-yl)-2,3,11,11a-tetrahydro-1H,5H-benzo[f]pyrrolo[2,1-c][1,4]oxazepin-5-one